C(C(C)C)(=O)[O-].[K+] potassium isobutyrate salt